(E)-1-[2-fluoro(2-benzenesulfonyl)ethenyl]-3-trifluoromethyl-benzene F\C(=C/C1=CC(=CC=C1)C(F)(F)F)\S(=O)(=O)C1=CC=CC=C1